NCCC1=CC=C(C=C1)S(=O)(=O)NCC#C 4-(2-aminoethyl)-N-(prop-2-yn-1-yl)benzenesulfonamide